5-methyl-nicotinamide hydrochloride Cl.CC=1C=NC=C(C(=O)N)C1